(R)-N-(2-chloro-4,5-difluoro-3-((5-fluoro-3-methyl-4-oxo-3,4-dihydroquinazolin-6-yl)amino)Phenyl)-3-methoxypyrrolidine-1-sulfonamide trifluoroacetate FC(C(=O)O)(F)F.ClC1=C(C=C(C(=C1NC=1C(=C2C(N(C=NC2=CC1)C)=O)F)F)F)NS(=O)(=O)N1C[C@@H](CC1)OC